3,6-bis(N,N-dimethylamino)xanthone CN(C)C=1C=CC=2C(C3=CC=C(C=C3OC2C1)N(C)C)=O